1,3-DIMETHYLBUT-1-YLISOCYANIDE CC(CC(C)C)[N+]#[C-]